C(C)(C)(C)C=1C=C(C=CC1)C1CC2(CC1)CCNCC2 2-(3-(tert-Butyl)phenyl)-8-azaspiro[4.5]decane